C(C)(C)(C)OC(N(C1=C2N=CNC2=NC(=N1)F)C(=O)OC(C)(C)C)=O N-tert-butoxycarbonyl-N-(2-fluoro-9H-purin-6-yl)carbamic acid tert-butyl ester